BrC=1C(=C(C=CC1)C=NCCC)F 1-(3-bromo-2-fluorophenyl)-N-propylmethanimine